C(CCC)OS(=O)(=O)C1=C(C(=O)OCCCC)C=CC=C1 butyl 2-(butoxysulfonyl)-benzoate